FC=1C=C2C(=C(\C(\C2=C(C1)F)=C/C1=CC(=CC=C1)OC1=CC=CC=C1)C)CC(=O)O 2-[(1E)-5,7-difluoro-1-(3-(phenoxy)benzylidene)-2-methyl-1H-inden-3-yl]Acetic acid